trans-4-Acetamido-N-(3-(2-cyclopropylthiazol-5-yl)phenyl)-N-((trans-4-(4-methoxy-3-methylphenyl)cyclohexyl)methyl)cyclohexanecarboxamide C(C)(=O)N[C@@H]1CC[C@H](CC1)C(=O)N(C[C@@H]1CC[C@H](CC1)C1=CC(=C(C=C1)OC)C)C1=CC(=CC=C1)C1=CN=C(S1)C1CC1